5-(2-Bromoethoxy)-2-methoxy-4-nitrobenzoic acid methyl ester COC(C1=C(C=C(C(=C1)OCCBr)[N+](=O)[O-])OC)=O